2-(2H-benzotriazol-2-yl)4,6-bis(1-ethyl-1-phenyl-ethyl)phenol N=1N(N=C2C1C=CC=C2)C2=C(C(=CC(=C2)C(C)(C2=CC=CC=C2)CC)C(C)(CC)C2=CC=CC=C2)O